COC([C@H](CC#CC1=NC(=C(C=C1)F)C=NO)NC(=O)OC(C)(C)C)=O Methyl-(S)-2-((tert-butoxycarbonyl)amino)-5-(5-fluoro-6-((hydroxyimino)methyl)pyridin-2-yl)pent-4-ynoat